ClC1=NC=C(C=C1)CS(=O)(=O)C 2-chloro-5-((methylsulfonyl)methyl)pyridine